3,5-difluoroanisole FC=1C=C(C=C(C1)F)OC